behenyl-hexaenoic acid C(CCCCCCCCCCCCCCCCCCCCC)C(C(=O)O)=CCCC